BrC1=NN(C=2C1=NC(=CC2C(C#N)(C)C)N2[C@@H](COCC2)C)CC (R)-2-(3-bromo-1-ethyl-5-(3-methylmorpholinyl)-1H-pyrazolo[4,3-b]pyridin-7-yl)-2-methylpropanenitrile